(R)-N-benzyl-1-[6-(2-cyanopropan-2-yl)[1,3]thiazolo[4,5-d]pyridin-2-yl]pyrrolidine-2-carboxamide C(C1=CC=CC=C1)NC(=O)[C@@H]1N(CCC1)C=1SC=2C(=CC(=NC2)C(C)(C)C#N)N1